C(OC\C=C\C1=CC(OC)=C(O)C=C1)([O-])=O coniferyl carbonate